BrC1=CC(=C2C=C(NC2=C1)C)F 6-bromo-4-fluoro-2-methyl-1H-indole